C(C)N(CCC1=NNC2=CC=C(C=C12)OC)CC N,N-diethyl-2-(5-methoxy-1H-indazol-3-yl)ethan-1-amine